benzyl (3S,3aS,6aR)-2-[(2S)-2-(benzyloxycarbonylamino)butanoyl]-3,3a,4,5,6,6a-hexahydro-1H-cyclopenta[c]pyrrole-3-carboxylate C(C1=CC=CC=C1)OC(=O)N[C@H](C(=O)N1C[C@H]2[C@@H]([C@H]1C(=O)OCC1=CC=CC=C1)CCC2)CC